2-((6-(2-hydroxyethoxy)benzo[d]oxazol-2-yl)amino)-N-(2-methoxyethyl)-1-methyl-1H-benzo[d]imidazole-5-carboxamide OCCOC1=CC2=C(N=C(O2)NC2=NC3=C(N2C)C=CC(=C3)C(=O)NCCOC)C=C1